CC12C(CC(CC1)(O2)C(C)C)OCC2=C(C=CC=C2)C (+-)-1-methyl-4-(1-methylethyl)-2-[(2-methylphenyl)methoxy]-7-oxabicyclo[2.2.1]Heptane